FC1=CC=C(C=C1)C(C(=O)NC1=NC=CC(=C1)C1=C(C=2C(N(CC(C2N1)CC(F)(F)F)C)=O)C1=CC=CC=C1)C 2-(4-Fluorophenyl)-N-{4-[5-methyl-4-oxo-3-phenyl-7-(2,2,2-trifluoroethyl)-4,5,6,7-tetrahydro-1H-pyrrolo[3,2-c]pyridin-2-yl]pyridin-2-yl}propanamide